ClC=1C=C(C=CC1F)[C@@H]1N(OCC1)C1=CC(=NC=N1)NC=1C(=CC(=C(C1)NC(C=C)=O)N1CCC(CC1)N1C[C@@H](N([C@@H](C1)C)CC)C)OC N-(5-((6-((R)-3-(3-chloro-4-fluorophenyl)-isoxazolidine-2-yl)pyrimidine-4-yl)amino)-2-(4-((3S,5R)-4-ethyl-3,5-dimethylpiperazine-1-yl)piperidine-1-yl)-4-methoxyphenyl)acrylamide